methyl 4-[2-oxo-4-(trifluoromethyl)imidazolidin-1-yl]piperidine-1,4-dicarboxylate O=C1N(CC(N1)C(F)(F)F)C1(CCN(CC1)C(=O)OC)C(=O)[O-]